CC1=C(OC2=C(C=C(C=C2C1=O)C)C(C)NC1=C(C=CC=C1)SNC(C)=O)C1=CC2=CN(N=C2C=C1)C N-[2-[1-[3,6-dimethyl-2-(2-methylindazol-5-yl)-4-oxo-chromen-8-yl]ethylamino]phenyl]sulfanylacetamide